3-bromo-N-(2-bromo-4-chloro-6-(1-cyclopropylethylcarbamoyl)phenyl)-1-(3-chloropyridin-2-yl)-1H-pyrazole-5-carboxamide BrC1=NN(C(=C1)C(=O)NC1=C(C=C(C=C1C(NC(C)C1CC1)=O)Cl)Br)C1=NC=CC=C1Cl